FC1=C(C=C(C=C1)CC1=NNC(C2=CC=CC=C12)=O)CN1CCN(CC1)C1=CC=C(C=C1)NC1=NC=C2C(=N1)N(N(C2=O)CCOC)C2=NC=CC=C2 4-[[4-fluoro-3-[[4-[4-[[2-(2-methoxyethyl)-3-oxo-1-(2-pyridyl)pyrazolo[3,4-d]pyrimidin-6-yl]amino]phenyl]piperazin-1-yl]methyl]phenyl]methyl]-2H-phthalazin-1-one